ClC1=C(C=C(C=C1OC=1C(=C2C(N(C=NC2=CC1)C)=O)C)F)N(S(=O)(=O)CCC)S(=O)(=O)CCC N-(2-chloro-3-((3,5-dimethyl-4-oxo-3,4-dihydroquinazolin-6-yl)oxy)-5-fluorophenyl)-N-(propylsulfonyl)propane-1-sulfonamide